rel-7-Chloro-2-(((1R,6S)-5-(6-((4-cyano-2-fluorobenzyl)oxy)pyridin-2-yl)-2,5-diazabicyclo[4.2.0]octan-2-yl)methyl)-1-(((R)-oxetan-2-yl)methyl)-1H-benzo[d]imidazole-6-carboxylic acid ClC1=C(C=CC2=C1N(C(=N2)CN2[C@@H]1CC[C@@H]1N(CC2)C2=NC(=CC=C2)OCC2=C(C=C(C=C2)C#N)F)C[C@@H]2OCC2)C(=O)O |o1:12,15,37|